FC1=CC=C(C=C1)C=1N=C2N(C=CC(=C2)CO)C1N1C=CC=C1 (2-(4-fluorophenyl)-3-(1H-pyrrol-1-yl)imidazo[1,2-a]pyridin-7-yl)methanol